C(C(=C)C)(=O)OCCNC(=O)OC(C)(C)C 2-(Bocamino)ethyl methacrylate